NC1=CC=C(C2=C1OCCO2)N2CC(NCC2)N 8-Amino-5-(3-aminopiperazin-1-yl)-2,3-dihydro-1,4-benzodioxine